racemic-5-chloro-N-(6-fluoro-2,3-dihydro-1H-inden-1-yl)-2-methoxynicotinamide ClC=1C=NC(=C(C(=O)N[C@@H]2CCC3=CC=C(C=C23)F)C1)OC |r|